1,3-bis(3,4-methylenedioxyphenyl)imidazolium methyl-4,5-dichloro-3-[(methoxycarbonyl)amino]thiophene-2-carboxylate COC(=O)C=1SC(=C(C1NC(=O)OC)Cl)Cl.C1OC=2C=C(C=CC2O1)N1C=[N+](C=C1)C1=CC2=C(C=C1)OCO2